oxalic acid-anilide C(C(=O)O)(=O)NC1=CC=CC=C1